ClC1=CC(=C(COC=2C(=C(C=CC2F)C2=CCN(CC2)CC2=NC3=C(N2C[C@H]2OCC2)C=C(C=C3)C(=O)O)F)C=C1)F (S)-2-((4-(3-(4-chloro-2-fluorobenzyloxy)-2,4-difluorophenyl)-5,6-dihydropyridin-1(2H)-yl)methyl)-1-(oxetan-2-ylmethyl)-1H-benzo[d]imidazole-6-carboxylic acid